ClC1=C2C(=NC(=C1)C(=O)OC)N(C=C2)C methyl 4-chloro-1-methyl-pyrrolo[2,3-b]pyridine-6-carboxylate